C(C)C=1C=CC=C2C=C(C=C(C12)C1=C(C=2N=C(N=C(C2C=N1)N1C[C@H]2CC[C@@H](C1)N2C(=O)OC(C)(C)C)OCC=O)F)O (1R,5S)-tert-butyl 3-(7-(8-ethyl-3-hydroxynaphthalen-1-yl)-8-fluoro-2-(2-oxoethoxy)pyrido[4,3-d]pyrimidin-4-yl)-3,8-diazabicyclo[3.2.1]octane-8-carboxylate